O=C1NC=NC2=CC(=CC=C12)C=1C=NNC1C(F)(F)F 4-oxo-7-(5-(trifluoromethyl)-1H-pyrazol-4-yl)quinazolin